3-(2-methyl-4-oxo-5-(5-(piperidin-1-yl)pent-1-yn-1-yl)quinazolin-3(4H)-yl)piperidine-2,6-dione CC1=NC2=CC=CC(=C2C(N1C1C(NC(CC1)=O)=O)=O)C#CCCCN1CCCCC1